C(C1=CC=CC=C1)OCC1=NN(C(N1CC)=O)C=1C=C2C=CN=C(C2=C(C1)OC(C(F)(F)F)C)OC1=C(C=C(C(=O)O)C=C1F)F 4-((6-(3-((benzyloxy)methyl)-4-ethyl-5-oxo-4,5-dihydro-1H-1,2,4-triazol-1-yl)-8-((1,1,1-trifluoropropan-2-yl)oxy)isoquinolin-1-yl)oxy)-3,5-difluorobenzoic acid